C(C1=CC=CC=C1)OC1=C(C(=CC(=C1C)O)O)C(=O)N1CC2=CC=CC(=C2C1)CN1CCOCC1 (2-(Benzyloxy)-4,6-dihydroxy-3-methylphenyl)(4-(morpholinomethyl)isoindolin-2-yl)methanone